7-hydroxy-8-[(4-sulfonatonaphthalen-1-yl)diazenyl]naphthalene-1,3-disulfonate OC1=CC=C2C=C(C=C(C2=C1N=NC1=CC=C(C2=CC=CC=C12)S(=O)(=O)[O-])S(=O)(=O)[O-])S(=O)(=O)[O-]